2-ethylhexyl salicylate (octyl salicylate) C(CCCCCCC)OC=1C(C(=O)O)=CC=CC1.C(C=1C(O)=CC=CC1)(=O)OCC(CCCC)CC